[Si](C1=CC=CC=C1)(C1=CC=CC=C1)(C(C)(C)C)OCC(CN1[C@@H](C=2NC3=CC=CC=C3C2C[C@H]1C)C=1SC(=CC1)O[C@H]1CNCC1)(F)F (1S,3R)-2-(3-((tert-butyldiphenylsilyl)oxy)-2,2-difluoropropyl)-3-methyl-1-(5-(((R)-pyrrolidin-3-yl)oxy)thiophen-2-yl)-2,3,4,9-tetrahydro-1H-pyrido[3,4-b]indole